glyceryl thiopropionate C(CC)(=S)OCC(O)CO